BrC=1C(=C(C=2C(C3=CC=CC=C3C2C1)(C)C)C1=CC=CC=C1)C1=CC=CC=C1 3-bromo-9,9-dimethyl-1,2-diphenyl-9H-fluorene